tert-Butyl 3-(2-chloro-4-isobutylsulfonyl-phenyl)azetidine-1-carboxylate ClC1=C(C=CC(=C1)S(=O)(=O)CC(C)C)C1CN(C1)C(=O)OC(C)(C)C